6-Chloro-7-(2-fluorophenyl)-4-((2S)-2-methyl-4-(2-propenoyl)-1-piperazinyl)-1-(2-(2-methylpropyl)-3-pyridinyl)pyrido[2,3-d]pyrimidin-2(1H)-one ClC1=CC2=C(N(C(N=C2N2[C@H](CN(CC2)C(C=C)=O)C)=O)C=2C(=NC=CC2)CC(C)C)N=C1C1=C(C=CC=C1)F